N-(3-chloro-5-(methylsulfonamido)phenyl)-5-methyl-1-(5-(oxetan-3-yloxy)pyrimidin-2-yl)-1H-pyrrole-3-carboxamide ClC=1C=C(C=C(C1)NS(=O)(=O)C)NC(=O)C1=CN(C(=C1)C)C1=NC=C(C=N1)OC1COC1